C(C)(C)(C)OC(=O)N1CC=2N(CC1)C(=NN2)C(NC=2SC(=NN2)SC)=O 3-{[5-(methylsulfanyl)-1,3,4-thiadiazol-2-yl]carbamoyl}-5H,6H,8H-[1,2,4]triazolo[4,3-a]pyrazine-7-carboxylic acid tert-butyl ester